1-(6-(6-chloro-7-(3,5-dimethyl-1H-indazol-4-yl)-2-(3-(dimethylamino)azetidin-1-yl)-8-fluoroquinazolin-4-yl)-1-methyl-2,6-diazaspiro[3.4]octan-2-yl)prop-2-en-1-one ClC=1C=C2C(=NC(=NC2=C(C1C1=C2C(=NNC2=CC=C1C)C)F)N1CC(C1)N(C)C)N1CC2(CN(C2C)C(C=C)=O)CC1